(2S)-2-{[(1-ethyl-1H-indol-4-yl)methyl]amino}-5,5-dimethylhexanoic acid C(C)N1C=CC2=C(C=CC=C12)CN[C@H](C(=O)O)CCC(C)(C)C